2-hexyl-3-((2-(2-(2-mercaptoethoxy)-ethoxy)ethyl)thio)cyclopentan-1-one C(CCCCC)C1C(CCC1SCCOCCOCCS)=O